N[C@H](C(=O)NC(C1=CC=C(C=C1)OCC1=CC(=C(C(=C1)OCCCCCCCCCCCCCCCCCCCCCC)OCCCCCCCCCCCCCCCCCCCCCC)OCCCCCCCCCCCCCCCCCCCCCC)C1=CC=C(C=C1)OCC1=CC(=C(C(=C1)OCCCCCCCCCCCCCCCCCCCCCC)OCCCCCCCCCCCCCCCCCCCCCC)OCCCCCCCCCCCCCCCCCCCCCC)CCCC1=CC(=CC(=C1)C)C (2S)-2-Amino-N-[bis[4-[[3,4,5-tri(docosoxy)phenyl]methoxy]phenyl]methyl]-5-(3,5-dimethylphenyl)pentanamide